C(C1=CC=CC=C1)N(C1=NC=2N(C=C1F)N=CC2)C N-benzyl-6-fluoro-N-methylpyrazolo[1,5-a]pyrimidin-5-amine